3-([2-(DIMETHYLAMINO)PHENYL]SULFAMOYL)PROPANOIC ACID CN(C1=C(C=CC=C1)NS(=O)(=O)CCC(=O)O)C